C(C)(C)(C)OC(C(CC1=CC(=CC=C1)F)N1OCN(OC1)C1=C(C=CC(=C1)Cl)N1N=NC(=C1)Cl)=O 2-(4-(5-chloro-2-(4-chloro-1H-1,2,3-triazol-1-yl)phenyl)-2,5-dioxapiperazin-1-yl)-3-(3-fluorophenyl)propionic acid tert-butyl ester